FC1=C(C=C(C(=O)NC)C=C1)C[C@@H]1CC[C@H](CC1)C(=O)N1OCC[C@H]1C1=NC=CN=C1 trans-4-fluoro-N-methyl-3-[[4-[(3S)-3-pyrazin-2-ylisoxazolidine-2-carbonyl]cyclohexyl]methyl]benzamide